NC1CC=2C(=CC=3C(N(CC3C2)[C@H]2C(NC(CC2)=O)=O)=O)C1 (R)-3-(6-amino-1-oxo-3,5,6,7-tetrahydrocyclopenta[f]isoindol-2(1H)-yl)piperidine-2,6-dione